(S)-2-(3-(3-(3,4-difluorophenyl)ureido)bicyclo[1.1.1]pentan-1-yl)-N-(4-fluorophenyl)propanamide FC=1C=C(C=CC1F)NC(NC12CC(C1)(C2)[C@@H](C(=O)NC2=CC=C(C=C2)F)C)=O